tert-butyl 2,6-diazaspiro[4.4]nonane-2-carboxylate C1N(CCC12NCCC2)C(=O)OC(C)(C)C